(R)-6-(1-(difluoromethyl)cyclopropyl)-2-methyl-4-((1-(pyrazolo[1,5-a]pyridin-7-yl)ethyl)amino)-2,6-dihydropyrido[3,4-d]pyridazine-1,7-dione FC(C1(CC1)N1C=C2C(=NN(C(C2=CC1=O)=O)C)N[C@H](C)C1=CC=CC=2N1N=CC2)F